4-{[2-chloro-3-(trifluoromethyl)phenyl]methyl}-3-[(2-chloro-6-fluorophenyl)methyl]-4,5-dihydro-1,2,4-oxadiazol-5-one ClC1=C(C=CC=C1C(F)(F)F)CN1C(=NOC1=O)CC1=C(C=CC=C1F)Cl